N1,N3,N5-tris(3-mercapto-3-methyl-1-morpholino-1-oxobutan-2-yl)benzene-1,3,5-tricarboxamide SC(C(C(=O)N1CCOCC1)NC(=O)C1=CC(=CC(=C1)C(=O)NC(C(N1CCOCC1)=O)C(C)(S)C)C(=O)NC(C(N1CCOCC1)=O)C(C)(S)C)(C)C